C(C(C)(C)C)(=O)OC(C(C)C)OC(=O)SCC 1-(((ethylthio) carbonyl) oxy)-2-methylpropyl pivalate